((4-(4-fluorophenoxy)phenyl)imino)-4-phenylthiazole FC1=CC=C(OC2=CC=C(C=C2)N=S2C=NC(=C2)C2=CC=CC=C2)C=C1